7-amino-2-(1,1,2,2,2-pentafluoroethyl)-1H-1,8-naphthyridin-4-one NC1=CC=C2C(C=C(NC2=N1)C(C(F)(F)F)(F)F)=O